t-butylamino-6-cyclopropylamino-s-triazine C(C)(C)(C)NC1=NC(=NC=N1)NC1CC1